N-(1-Benzyl-2-oxopyrrolidin-3-yl)-N-(3-methoxy-5-(trifluoromethoxy)phenyl)-5-methyl-2-((triisopropylsilyl)ethynyl)thiazole-4-carboxamide C(C1=CC=CC=C1)N1C(C(CC1)N(C(=O)C=1N=C(SC1C)C#C[Si](C(C)C)(C(C)C)C(C)C)C1=CC(=CC(=C1)OC(F)(F)F)OC)=O